(S)-3-(1-(3-(piperidin-1-yl)propyl)pyrrolidin-2-yl)pyridine Tert-butyl-(2-carbamimidoylphenyl)carbamate C(C)(C)(C)N(C(O)=O)C1=C(C=CC=C1)C(N)=N.N1(CCCCC1)CCCN1[C@@H](CCC1)C=1C=NC=CC1